ClC1=CC=C2C3=CC=C4C(=C3C(C2=C1)=O)C=CC(=C4)OC 9-chloro-3-methoxy-11H-benzo[a]fluoren-11-one